C(=CC1=CC=CC=C1)S(=O)(=O)N STYRENESULFONAMIDE